BrC1=CC2=C(C=3N(CCC2NC2=CC=C(C=C2)Cl)N=NC3C3CC3)C=C1 9-bromo-N-(4-chlorophenyl)-1-cyclopropyl-6,7-dihydro-5H-benzo[c][1,2,3]triazolo[1,5-a]azepin-7-amine